(R)-4-(3-phosphonopropyl)piperazine-2-carboxylic acid P(=O)(O)(O)CCCN1C[C@@H](NCC1)C(=O)O